FC1=C(C(=O)NC2=CC=C(C=C2)NC2=NC=C3C(=N2)N(N(C3=O)C)C3=NC=CC=C3)C=C(C=C1)CN1C(NC(C3=C(C=CC=C13)F)=O)=O 2-fluoro-5-[(5-fluoro-2,4-dioxo-3,4-dihydroquinazolin-1(2H)-yl)methyl]-N-{4-[(2-methyl-3-oxo-1-pyridin-2-yl-2,3-dihydro-1H-pyrazolo[3,4-d]pyrimidin-6-yl)amino]phenyl}benzamide